2-(dodeca-6,11-diyn-1-yloxy)tetrahydro-2H-pyran C(CCCCC#CCCCC#C)OC1OCCCC1